CC(C)C=1SC(=CC1NC(NS(N(C1CN(CCC1)C)C=1C=NN(C1F)C1CC1)(=O)=O)=O)C(C)C 3-[2,5-Bis(propan-2-yl)thiophen-3-yl]-1-[(1-cyclopropyl-5-fluoro-1H-pyrazol-4-yl)(1-methylpiperidin-3-yl)sulfamoyl]urea